FC(CN1N=CC=2C1=NC(=CN2)N2C[C@@H](C[C@H](C2)C)CO)F [(3R,5R)-1-[1-(2,2-difluoroethyl)pyrazolo[3,4-b]pyrazin-6-yl]-5-methylpiperidin-3-yl]methanol